ClC1=C(C=CC=C1)CN1N=C(C=C1C1=CC(=CC=C1)OC)/C=C/C(C(=O)OC)(C)C methyl (3E)-4-[1-[(2-chlorophenyl) methyl]-5-(3-methoxyphenyl)-1H-pyrazol-3-yl]-2,2-dimethylbut-3-enoate